C(C)/C(/C(=O)O)=C/C (Z)-2-ethylbut-2-enoic acid